7-((3,5-dimethoxyphenyl)(2-(isopropylamino)ethyl)amino)quinoxaline COC=1C=C(C=C(C1)OC)N(C1=CC=C2N=CC=NC2=C1)CCNC(C)C